(1R)-8-{6-[(2,3-dichlorophenyl)sulfanyl]-5-methylpyridin-3-yl}-8-azaspiro[4.5]decan-1-amine ClC1=C(C=CC=C1Cl)SC1=C(C=C(C=N1)N1CCC2(CCC[C@H]2N)CC1)C